C1(=CC=CC=C1)C1(SCCCS1)/C=C/C1=CNC2=CC=CC=C12 (E)-3-(2-(2-phenyl-1,3-dithian-2-yl)vinyl)-1H-indole